FC(C1=NN=C(O1)C1=CC=C2CN(NC(C2=C1)=O)CC(F)(F)F)F 7-[5-(difluoromethyl)-1,3,4-oxadiazol-2-yl]-3-(2,2,2-trifluoroethyl)-3,4-dihydrophthalazin-1(2H)-one